COC(=O)C(CC=CC)C(C)C(=O)O hept-2-ene-5,6-dicarboxylic acid methylester